CN1N=C2N(C=CC(=C2)N2C3=C(OCC2)C=C(C=N3)C(=O)N3CCCC=C3)C1=O 2-methyl-7-(7-(1,2,3,4-tetrahydropyridine-1-carbonyl)-2,3-dihydro-4H-pyrido[3,2-b][1,4]oxazin-4-yl)-[1,2,4]triazolo[4,3-a]pyridin-3(2H)-one